FC(C(=O)N1[C@H](CN(CC1)C1=NC(=NC=2C[C@H](CCC12)C1=CC(=CC2=CC=CC=C12)O)OC[C@H]1N(CCC1)C)CC#N)=C 2-((S)-1-(2-fluoroacryloyl)-4-((S)-7-(3-hydroxynaphthalen-1-yl)-2-(((S)-1-methylpyrrolidin-2-yl)methoxy)-5,6,7,8-tetrahydroquinazolin-4-yl)piperazin-2-yl)acetonitrile